C(CCCC)OC([C@@H](NP1(OC[C@@H](OC1)CN1C2=NC=NC(=C2N=C1)N)=O)CC1=CC=CC=C1)=O ((5S)-5-((6-amino-9H-purin-9-yl)methyl)-2-oxo-1,4,2-dioxaphosphorinan-2-yl)-L-phenylalanine pentyl ester